C(C1=CC=CC=C1)N1CC(CC1)NC(=O)NC1=C(C=CC=C1)F 1-(1-benzylpyrrolidine-3-yl)-3-(2-fluorophenyl)urea